1-(aminomethyl)-N-(2,2,2-trifluoroethyl)cyclohexan-1-amine NCC1(CCCCC1)NCC(F)(F)F